Cl.F\C=C(\CN)/CS(=O)(=O)C1=CC=CC=C1 (Z)-3-fluoro-2-((phenylsulfonyl)methyl)prop-2-en-1-amine hydrochloride